CC=1C=CC(=C(C1)C1=C(C=C(C=C1OCN(C(OC)=O)C)CCCCC)OCN(C(OC)=O)C)C(=C)C dimethyl (((5'-methyl-4-pentyl-2'-(prop-1-en-2-yl)-[1,1'-biphenyl]-2,6-diyl)bis(oxy))bis(methylene))bis(methylcarbamate)